C(#N)C(C)OC1=CC=C(C=C1)/C=C/C(=O)C1=CC=C(C=C1)S(=O)(=O)NCC(=O)O 2-[[4-[(E)-3-[4-(1-Cyanoethoxy)phenyl]prop-2-enoyl]phenyl]sulfonylamino]acetic acid